C(C)OC[C@]1(CN(CC1)CC=1C=NC=CC1)CCC1=CC=C(C#N)C=C1 (R)-4-(2-(3-(ethoxymethyl)-1-(pyridin-3-ylmethyl)pyrrolidin-3-yl)ethyl)benzonitrile